rac-N-[(6S,7R)-7-({[1-(5-fluoropyrimidin-2-yl)piperidin-4-yl]oxy}methyl)-2,3-dimethyl-4,5,6,7-tetrahydropyrazolo[1,5-a]pyridin-6-yl]methanesulfonamide FC=1C=NC(=NC1)N1CCC(CC1)OC[C@H]1[C@H](CCC=2N1N=C(C2C)C)NS(=O)(=O)C |r|